CN(C)CCCCCCCC N,N-dimethyloctyl-amine